O1[C@H](CC1)CC1=NC=2C(=NC(=CC2)C(=O)O)N1 ((S)-oxetan-2-ylmethyl)-3H-imidazo[4,5-b]pyridine-5-carboxylic acid